C(#N)[C@H](C[C@H]1C(NCC1)=O)NC([C@H](CCCC1=CC=CC=C1)NC(=O)C=1NC2=CC=CC(=C2C1)OC)=O N-((S)-1-(((S)-1-cyano-2-((S)-2-oxopyrrolidin-3-yl)ethyl)amino)-1-oxo-5-phenylpentan-2-yl)-4-methoxy-1H-indole-2-carboxamide